OC1(C(C=CC=C1)C1=C(C=CC=2NN=NC21)Cl)O (2'-hydroxy-2'-hydroxyphenyl)-5-chlorobenzotriazole